potassium undecylsulfate C(CCCCCCCCCC)OS(=O)(=O)[O-].[K+]